(R)-N1-(2-methylbenzyl)-N1-(3-methylbutan-2-yl)oxalamide CC1=C(CN(C(C(=O)N)=O)[C@H](C)C(C)C)C=CC=C1